CN(C(=O)C1=CC=C(C=C1)[C@H](C)NC(=O)C1(CCOCC1)N(CCOC1=CC=CC=C1)C)C N-[(1S)-1-[4-(Dimethylcarbamoyl)phenyl]ethyl]-4-[methyl(2-phenoxyethyl)amino]tetrahydropyran-4-carboxamide